ClC1=CC=C(C=C1)C=1C=C(C(N(N1)C=1C=NN(C1)C)=O)C(=O)NC1(CCN(CC1)S(=O)(=O)C)CO 6-(4-chlorophenyl)-N-(4-(hydroxymethyl)-1-(methylsulfonyl)piperidin-4-yl)-2-(1-methyl-1H-pyrazol-4-yl)-3-oxo-2,3-dihydropyridazine-4-carboxamide